N1[C@@H]2[C@H](C[C@H]1C(=O)OCC1=CC=CC=C1)CCC2 benzyl (2S,3aS,6aS)-octahydrocyclopenta[b]pyrrole-2-carboxylate